6-amino-4-methyl-1,2-dihydro-1,3,5-triazine-2-thione NC1=NC(=NC(N1)=S)C